NC1(CN(C1)C=1N=C(C2=C(N1)C(=C(N=C2)C2=CC(=CC1=CC=CC=C21)O)F)N2C[C@H]1CC[C@@H](C2)N1)CC 4-(2-(3-amino-3-ethylazetidin-1-yl)-4-((1R,5S)-3,8-diazabicyclo[3.2.1]octan-3-yl)-8-fluoropyrido[4,3-d]pyrimidin-7-yl)naphthalen-2-ol